CC=1CC2C(CC1)C(=O)OC2=O 4-methylcyclohexa-4-ene-1,2-dicarboxylic acid, anhydride